N-((2S)-6-(9-oxa-3,7-diazabicyclo[3.3.1]nonan-3-yl)-1,2,3,4-tetrahydronaphthalen-2-yl)-7-amino-3-methylthieno[2,3-b]pyrazine-6-carboxamide C12CN(CC(CNC1)O2)C=2C=C1CC[C@@H](CC1=CC2)NC(=O)C2=C(C=1C(=NC(=CN1)C)S2)N